OCC1CCC(CC1)C(=O)N1CCC2(CC1)COC1=C3CN(C(C3=CC=C12)=O)[C@@H]1C(NC(CC1)=O)=O (S)-3-(1'-((1s,4R)-4-(hydroxymethyl)cyclohexane-1-carbonyl)-6-oxo-6,8-dihydro-2H,7H-spiro[furo[2,3-e]isoindole-3,4'-piperidin]-7-yl)piperidine-2,6-dione